3-(fluoromethyl)oxetan-3-amine hydrochloride Cl.FCC1(COC1)N